CC=1C=C(SC1)CC=1[SH+]C=CC=CC=CC1 (4-methylthiophenyl)methylthioninium